(R)-(7-methyl-2,3-diphenyl-2,4,5,7-tetrahydro-6H-pyrazolo[3,4-c]pyridin-6-yl)(quinolin-6-yl)methanone C[C@H]1N(CCC=2C1=NN(C2C2=CC=CC=C2)C2=CC=CC=C2)C(=O)C=2C=C1C=CC=NC1=CC2